CN1N=C2C(=CC(=CC2=C1)C1=CC2=C(N=C(N=N2)C2CCNCC2)C=C1)C 7-(2,7-dimethyl-2H-indazol-5-yl)-3-(piperidin-4-yl)benzo[e][1,2,4]triazine